2-(4-bromo-1-((2-(trimethylsilyl)ethoxy)methyl)-1H-imidazol-5-yl)-6-methylpyridine BrC=1N=CN(C1C1=NC(=CC=C1)C)COCC[Si](C)(C)C